CC1=CC=C(C=C1)S(=O)(=O)OC[C@H](C1=CC=CC=C1)NC1=NC(=NC=C1C=1OC=NN1)Cl (S)-2-(2-chloro-5-(1,3,4-oxadiazol-2-yl) pyrimidin-4-ylamino)-2-phenylethyl 4-methylbenzenesulfonate